N1=CN=C2NC=NC2=C1C=1C(=NC=CC1)NC=1C=CC(=C(C1)NC(=O)NC1=CC(=C(C=C1)Cl)C(F)(F)F)F 1-(5-(3-(9H-purin-6-yl)pyridin-2-ylamino)-2-fluorophenyl)-3-(4-chloro-3-(trifluoromethyl)phenyl)urea